1,2-dimethyl-5-oxo-pyrazole-3-carbaldehyde CN1N(C(=CC1=O)C=O)C